D,L-isoleucine N[C@@H]([C@@H](C)CC)C(=O)O |r|